1H-benzo[d]imidazole-5-carboxamide-HCl Cl.N1C=NC2=C1C=CC(=C2)C(=O)N